1-Propionylazetidin-3-yl(8-amino-7-fluoro-6-(4-methyl-5,6,7,8-tetrahydro-1,5-naphthyridin-3-yl)isoquinolin-3-yl)carbamate C(CC)(=O)N1CC(C1)N(C([O-])=O)C=1N=CC2=C(C(=C(C=C2C1)C=1C=NC=2CCCNC2C1C)F)N